rel-N-(5-((1R,3S)-3-((2-methylpyridin-3-yl)oxy)cyclopentyl)-1H-pyrazol-3-yl)pyrazolo[1,5-a]pyrazin-4-amine CC1=NC=CC=C1O[C@@H]1C[C@@H](CC1)C1=CC(=NN1)NC=1C=2N(C=CN1)N=CC2 |o1:8,10|